2-amino-6,7-dimethyl-1,4-naphthoquinone NC=1C(C2=CC(=C(C=C2C(C1)=O)C)C)=O